NC1=NN2C(N=CC=C2)=C1C(=O)NC(C)C1N(C(C2=C(C=CC=C2C1=O)C#CC=1C=NN(C1)C)=NO)C1=CC=CC=C1 2-amino-N-(1-(1-(hydroxyimino)-8-((1-methyl-1H-pyrazol-4-yl)ethynyl)-4-oxo-2-phenyl-1,2,3,4-tetrahydroisoquinolin-3-yl)ethyl)pyrazolo[1,5-a]pyrimidine-3-carboxamide